tert-butyl (R)-3-((4-chloro-1-((2-(trimethylsilyl)ethoxy)methyl)-1H-pyrrolo[2,3-d]pyridazin-7-yl)(methyl)amino)piperidine-1-carboxylate ClC1=C2C(=C(N=N1)N([C@H]1CN(CCC1)C(=O)OC(C)(C)C)C)N(C=C2)COCC[Si](C)(C)C